(R)-3-((1-(2-cyano-3-(3,3-difluoropyrrolidin-1-yl)-7-methylquinoxalin-5-yl)ethyl)amino)picolinic acid C(#N)C1=NC2=CC(=CC(=C2N=C1N1CC(CC1)(F)F)[C@@H](C)NC=1C(=NC=CC1)C(=O)O)C